2-(7-((2S,5R)-4-(1-(5-chloro-1-ethyl-1H-imidazol-2-yl)ethyl)-2,5-diethylpiperazin-1-yl)-4-methyl-5-oxo-4,5-dihydro-2H-pyrazolo[4,3-b]pyridin-2-yl)acetonitrile ClC1=CN=C(N1CC)C(C)N1C[C@@H](N(C[C@H]1CC)C=1C=2C(N(C(C1)=O)C)=CN(N2)CC#N)CC